C(C)(C)(C)OC(=O)N1[C@@H](CN(CC1)C)C (R)-2,4-dimethylpiperazine-1-carboxylic acid tert-butyl ester